ClC=1C(=CC(=C(C1)B(O)O)F)F 5-CHLORO-2,4-DIFLUOROPHENYLBORONIC ACID